1-bromo-3-(2-fluoroethoxy)-5-(trifluoromethyl)benzene BrC1=CC(=CC(=C1)C(F)(F)F)OCCF